O=C1NC(CCC1N1C(N(C2=C1C=C(C(=C2)C=2CCN(CC2)C(=O)OC(C)(C)C)F)C)=O)=O tert-butyl 4-(1-(2,6-dioxopiperidin-3-yl)-6-fluoro-3-methyl-2-oxo-2,3-dihydro-1H-benzo[d]imidazol-5-yl)-3,6-dihydropyridine-1(2H)-carboxylate